C[C@@H]([C@H]1CC[C@@H]2[C@@]1(CC[C@H]3[C@H]2CCC4=CC(=O)C=C[C@]34C)C)C(=O)[O-] The molecule is a steroid acid anion that is the conjugate base of 3-oxo-23,24-bisnorchola-1,4-dien-22-oic acid, obtained by deprotonation of the carboxy group; major species at pH 7.3. It is a conjugate base of a 3-oxo-23,24-bisnorchola-1,4-dien-22-oic acid.